S(N)(=O)(=O)C1=NC=CC=C1 sulfamoylpyridine